(4-chloro-5-methyl-6-(4-((1-methyl-1H-indol-5-yl)oxy)piperidin-1-yl)pyrimidin-2-yl)methanol ClC1=NC(=NC(=C1C)N1CCC(CC1)OC=1C=C2C=CN(C2=CC1)C)CO